N,N-dimethyl-2-[3-[(2R,5S)-5-methyl-2-piperidyl]phenoxy]ethanamine CN(CCOC1=CC(=CC=C1)[C@@H]1NC[C@H](CC1)C)C